OC=1C=C(C2=CC=CC=C2C1)C1=CC=C2C(=NC(=NC2=C1)OC[C@H]1N(CCC1)C)N1[C@H]2CN(C[C@@H]1CC2)C(CCC2CNCCC2)=O 1-((1R,5S)-8-(7-(3-hydroxynaphthalen-1-yl)-2-(((S)-1-methylpyrrolidin-2-yl)methoxy)quinazolin-4-yl)-3,8-diazabicyclo[3.2.1]octan-3-yl)-3-(piperidin-3-yl)propan-1-one